ClC=1C=C(C=NC1)C#CC1=CC=C(CCC2=C(C(NC=N2)=O)O)C=C1 6-(4-((5-chloropyridin-3-yl)ethynyl)phenethyl)-5-hydroxypyrimidin-4(3H)-one